(R)-5-((1-(3-(1,1-difluoro-2-hydroxyethyl)-5-fluorophenyl)ethyl)amino)-7-(3,3-difluorocyclobutyl)pyrazolo[1,5-a]pyrido[3,4-e]pyrimidin-8(7H)-one FC(CO)(F)C=1C=C(C=C(C1)F)[C@@H](C)NC1=NC=2N(C=3C1=CN(C(C3)=O)C3CC(C3)(F)F)N=CC2